(S)-1-((3'-chloro-2'-(2-chloro-3-(5-(((S)-3-hydroxypyrrolidin-1-yl)methyl)-6-methoxypyridin-2-yl)phenyl)-6-methoxy-[2,4'-bipyridin]-5-yl)methyl)pyrrolidin-3-ol ClC=1C(=NC=CC1C1=NC(=C(C=C1)CN1C[C@H](CC1)O)OC)C1=C(C(=CC=C1)C1=NC(=C(C=C1)CN1C[C@H](CC1)O)OC)Cl